(Z)-1-(3-(Benzo[d]oxazol-4-yl)-4-oxothiazolidin-2-ylidene)-3-(2-fluoro-4-(1-(4-(trifluoromethoxy)phenyl)-1H-1,2,4-triazol-3-yl)phenyl)urea O1C=NC2=C1C=CC=C2N2/C(/SCC2=O)=N/C(=O)NC2=C(C=C(C=C2)C2=NN(C=N2)C2=CC=C(C=C2)OC(F)(F)F)F